rac-5-(aminomethyl)-5-(4-methyl-1,2,5-thiadiazol-3-yl)imidazolidine-2,4-dione hydrochloride Cl.NC[C@]1(C(NC(N1)=O)=O)C1=NSN=C1C |r|